CNC(C1=CC(=CC=C1)[C@H](C)N1C=NC2=CC(=CC=C2C1=O)C=1C=NNC1C(F)(F)F)=O (S)-N-methyl-3-(1-(4-oxo-7-(5-(trifluoromethyl)-1H-pyrazol-4-yl)quinazolin-3(4H)-yl)ethyl)benzamide